O=C1NC(CCC1C1=C(C=C(CN2CCC(CC2)C2=CC=C(C=C2)NC=2C(=NC=C(N2)N2C[C@@H](CCC2)N2C(N(CC2)C)=O)C(=O)N)C=C1)F)=O 3-((4-(1-(4-(2,6-dioxopiperidin-3-yl)-3-fluorobenzyl)piperidin-4-yl)phenyl)amino)-5-((R)-3-(3-methyl-2-oxoimidazolin-1-yl)piperidin-1-yl)pyrazine-2-carboxamide